N-octanoyl-N-methyl-β-alanine C(CCCCCCC)(=O)N(CCC(=O)O)C